FC=1C(=C(C=CC1)C(=O)N1[C@@H]2[C@@H](C[C@H](C1)C2)OC2=NC=C(C=C2)C(F)(F)F)N2N=CC=N2 (3-fluoro-2-(2H-1,2,3-triazol-2-yl)phenyl)((1S,4R,6R)-6-((5-(trifluoromethyl)pyridin-2-yl)oxy)-2-azabicyclo[2.2.1]heptan-2-yl)methanone